NC=1C(=C(C=C(C1C(=O)NC1=CC(=NC=C1)C(F)(F)F)Cl)C1=CC=C(C=C1C1OCCC1)F)F amino-5-chloro-2,4'-difluoro-6'-(tetrahydrofuran-2-yl)-N-(2-(trifluoromethyl)pyridin-4-yl)-[1,1'-biphenyl]-4-carboxamide